O(C)C=CC1=C(C=C(C=C1)OC1OCCCC1)OC1OCCCC1 2,2'-((4-(2-methoxyl-vinyl)-1,3-phenylene)bis(oxy))bis(tetrahydro-2H-pyran)